6-chloro-2-(piperidin-4-yl)-1,3-benzoxazole ClC1=CC2=C(N=C(O2)C2CCNCC2)C=C1